ClC1=CC=C(C=C1)[C@H](CC1=NOC(=N1)C(COC)N1C(N(C(=CC1=O)C)C)=O)O (1-{3-[(2S)-2-(4-chlorophenyl)-2-hydroxyethyl]-1,2,4-oxadiazol-5-yl}-2-methoxyethyl)-1,6-dimethyl-1,2,3,4-tetrahydropyrimidine-2,4-dione